CC(=O)O[C@H]1CCC([C@]2([C@]1([C@H]3CC4=C(C=CO4)C(=O)[C@@H]3[C@H](C2)O)C)O)(C)C The molecule is a diterpenoid isolated from the seed kernels of Caesalpinia crista that has been found to exhibit antimalarial activity. It has a role as a metabolite and an antimalarial. It is an acetate ester, a cyclic ether, a diterpenoid, an enone, a tertiary alcohol, a secondary alcohol and an aromatic ketone.